CC=1C(=CC=C(C1)C)OCOC 3,5-dimethyl-2-(methoxymethoxy)benzene